2-((4-((1,1'-biphenyl)-4-yl)-5,5-difluoro-2-methylpent-4-en-2-yl)oxy)ethanol C1(=CC=C(C=C1)C(CC(C)(C)OCCO)=C(F)F)C1=CC=CC=C1